ClC1=C(C(=CC(=C1)C(F)(F)F)Cl)NC=1C=CC(=C(C1)CC(=O)NCCO)F 2-[5-(2,6-dichloro-4-trifluoromethyl-phenylamino)-2-fluoro-phenyl]-N-(2-hydroxy-ethyl)acetamide